C(C)(C)(C)OC(=O)NCCCCN(CC(CCCCCC(=O)OC(CCCCCCCC)CCCCCCCC)O[Si](C)(C)C(C)(C)C)CC(CCCC(=O)OCCCCCCCCCCC)O[Si](C)(C)C(C)(C)C 1-octylnonyl 8-{[4-(tert-butoxycarbonylamino) butyl]{2-[(tert-butyl)bis(methyl)siloxy]-5-(undecyloxycarbonyl)pentyl}amino}-7-[(tert-butyl)bis(methyl) siloxy]octanoate